C(#N)C=1C=C2C(=CC1)N(C(C21CCN(CC1)CCOC1=CC(=C(C(=O)O)C(=C1)F)F)=O)C 4-(2-{5-cyano-1-methyl-2-oxo-1,2-dihydrospiro[indole-3,4'-piperidin]-1'-yl}ethoxy)-2,6-difluorobenzoic acid